C(C)(C)(C)OC(=O)N1C(CC2=C(CC1C)C=C(C=C2)N)C 7-amino-2,4-dimethyl-1,2,4,5-tetrahydro-3H-benzo[d]azepin-3-carboxylic acid tert-butyl ester